FC(C1CN(CC1)C1=NC(=CC=C1C(C)O)N1C=NC2=C1C=CC(=C2)NC=2N=NC(=CC2)C)F 1-[2-[3-(difluoromethyl)pyrrolidin-1-yl]-6-[5-[(6-methylpyridazin-3-yl)amino]benzimidazol-1-yl]-3-pyridyl]ethanol